2-[2-(aminomethyl)piperidin-4-yl]-3,4-dichlorophenol NCC1NCCC(C1)C1=C(C=CC(=C1Cl)Cl)O